Cl.NCC=1C=2C=CC(=NC2CCC1)N(C1=CC=CC=C1)C 5-(aminomethyl)-N-methyl-N-phenyl-7,8-dihydro-quinolin-2-amine, hydrochloride